3-(3-bromophenyl)-5-(3-fluorophenyl)-4-phenyl-4H-1,2,4-triazole BrC=1C=C(C=CC1)C1=NN=C(N1C1=CC=CC=C1)C1=CC(=CC=C1)F